C(CCCCCCCCCCCCCCCCC)(=O)N(CCS(=O)(=O)[O-])C N-stearoyl-N-methyltaurat